BrC1=C(N(N=C1C)C)C(=O)N1CCN(CC1)CC(=O)C1=CC=C(C=C1)F 2-[4-(4-Bromo-2,5-dimethyl-2H-pyrazole-3-carbonyl)-piperazin-1-yl]-1-(4-fluoro-phenyl)-ethanone